methyl-4-[2-[2-[2-[2-[2-(p-tolylsulfonyloxy)ethoxy]ethoxy]ethoxy]ethoxy]ethoxy]benzoate COC(C1=CC=C(C=C1)OCCOCCOCCOCCOCCOS(=O)(=O)C1=CC=C(C=C1)C)=O